1-[(4,6-dimethyl-pyrimidin-2-yl)methyl]-3-methyl-7-(2-butyn-1-yl)-8-((R)-3-amino-piperidin-1-yl)-xanthine CC1=NC(=NC(=C1)C)CN1C(=O)N(C=2N=C(N(C2C1=O)CC#CC)N1C[C@@H](CCC1)N)C